trans-aminocyclohexaneacetic acid NC1(CCCCC1)CC(=O)O